3-benzoyl-5,7-di(methoxy)coumarin C(C1=CC=CC=C1)(=O)C=1C(OC2=CC(=CC(=C2C1)OC)OC)=O